C(CCCC)N1C(CC1)=O 1-pentylazetidin-2-one